Ethyl-(phenyl)phosphorus oxide C(C)[P](C1=CC=CC=C1)=O